FC(C(=O)O)(F)F.C(C=C)OC1CNCC(C1)OC 3-(allyloxy)-5-methoxypiperidine trifluoroacetate